(S)-2-((((9H-fluoren-9-yl)methoxy)carbonyl)amino)-3-(3-cyanopyridin-4-yl)propanoic acid C1=CC=CC=2C3=CC=CC=C3C(C12)COC(=O)N[C@H](C(=O)O)CC1=C(C=NC=C1)C#N